(1R,7S,8S,11R)-7-hydroxy-11-(hydroxymethyl)-15-methyl-12,13-dithia-9,15-diazatetracyclo[9.2.2.01,9.03,8]pentadeca-3,5-diene-10,14-dione O[C@H]1C=CC=C2C[C@@]34N([C@H]12)C([C@@](SS3)(N(C4=O)C)CO)=O